2-(6-isopropyl-5-(8-methyl-[1,2,4]triazolo[1,5-a]pyridin-6-yl)-4H-thieno[3,2-b]pyrrol-2-yl)-3-oxa-1,8-diazaspiro[4.5]dec-1-ene C(C)(C)C=1C2=C(NC1C=1C=C(C=3N(C1)N=CN3)C)C=C(S2)C2=NC3(CO2)CCNCC3